C(C(O)C)(=O)OC(C\C=C\CC)=O trans-3-hexenoyl lactate